(E)-4-phenyl-N'-(pyridine-2-yl)but-3-enehydrazide C1(=CC=CC=C1)/C=C/CC(=O)NNC1=NC=CC=C1